C(#N)C1=C(C=CC=C1)CS(=O)(=O)NC1=C(C=C(C=C1)C1=NC=2C=NC(=NC2N(C1=O)C(C)C)N[C@@H]1CN(C[C@H](C1)F)C(=O)OC(C)(C)C)F tert-butyl (3S,5S)-3-[[6-[4-[(2-cyanophenyl)methylsulfonylamino]-3-fluoro-phenyl]-8-isopropyl-7-oxo-pteridin-2-yl]amino]-5-fluoro-piperidine-1-carboxylate